C(C)(C)(C)OC(=O)N1[C@@]([C@@H]([C@H](C1)F)O)(C(=O)O)CC1=CC=CC=C1 2-benzyl-(2S,3S,4S)-4-fluoro-3-hydroxypyrrolidine-1,2-dicarboxylic acid 1-(tert-butyl) ester